ClC1=C(C=CC(=C1)CN1CC(N(CC1)C)=O)N1N=CC(=C1)C1=NC(=NC=C1C#N)NC1CCN(CC1)S(=O)(=O)C 4-(1-(2-Chloro-4-((4-methyl-3-oxopiperazin-1-yl)methyl)phenyl)-1H-pyrazol-4-yl)-2-((1-(methylsulfonyl)piperidin-4-yl)amino)pyrimidine-5-carbonitrile